N12CCCN(CC1)C2C2=CC=CC(=N2)C2=C(C(=CC=C2)C2=CC=CC=C2)O 3-(6-(1,5-diazabicyclo[3.2.1]octan-8-yl)pyridin-2-yl)-[1,1'-biphenyl]-2-ol